tert-butyl (S)-(3-methylpyrrolidin-3-yl)carbamate hydrochloride Cl.C[C@]1(CNCC1)NC(OC(C)(C)C)=O